FC1(C[NH2+]CC1)F 3,3-difluoropyrrolidinium